4-isopropyl-3-(4,4,5,5-tetramethyl-1,3,2-dioxaborolan-2-yl)pyridine C(C)(C)C1=C(C=NC=C1)B1OC(C(O1)(C)C)(C)C